FC1(CNCC[C@@H]1N1CCC2(CCN(CC2)C(=O)OC(C)(C)C)CC1)F tert-butyl (S)-9-(3,3-difluoropiperidin-4-yl)-3,9-diazaspiro[5.5]undecane-3-carboxylate